C(CCC)NC=1C2=C(N=C(N1)NC(OC)=O)C=NN2CC2=C(C=CC(=C2)C#N)OC methyl (7-(butylamino)-1-(5-cyano-2-methoxybenzyl)-1H-pyrazolo[4,3-d]pyrimidin-5-yl)carbamate